ammonium tridecyl L-leucinate tosylate salt S(=O)(=O)([O-])C1=CC=C(C)C=C1.N[C@@H](CC(C)C)C(=O)OCCCCCCCCCCCCC.[NH4+]